BrC1=NN(C(=C1C)NCCN1CCOCC1)[C@H]1C[C@@H](N(C1)C(=O)OC(C)(C)C)COC tert-butyl (2R,4S)-4-(3-bromo-4-methyl-5-[[2-(morpholin-4-yl)ethyl]amino]pyrazol-1-yl)-2-(methoxymethyl)pyrrolidine-1-carboxylate